FC1=CC=C(C=C1)C1=CN=C(S1)NC1=CC2=C(C=N1)N=CN2CCNC(=O)[C@H]2N(CCC2)C(=O)OC(C)(C)C tert-butyl (2S)-2-[2-[6-[[5-(4-fluorophenyl)thiazol-2-yl] amino]imidazo[4,5-c]pyridin-1-yl]ethylcarbamoyl]pyrrolidine-1-carboxylate